CC1=C[C@@H]([C@H](CC1)C(=C)C)C1=C(C=C(C=C1O)CCCCC)O ((1S,6S)-3-methyl-6-(prop-1-en-2-yl)cyclohex-2-enyl)-5-pentylbenzene-1,3-diol